C(CCCCCCCCC)SC1=CC=C(C=C1)C(\C=C\C1=CC=C(C=C1)O)=O (E)-1-(4-Decylsulfanylphenyl)-3-(4-hydroxyphenyl)prop-2-en-1-one